C(C)(C)(C)OC(=O)N1CCC(CC1)NC=1C2=CN(N=C2C(=CC1)C(NC=1C=C(C=2N(C1)C=C(N2)C)F)=O)CC.NC=2C=C(C=CC2O)C(C)(C)C2=CC(=C(C=C2)O)N 2,2-Bis(3-amino-4-hydroxylphenyl)propane tert-butyl-4-{[2-ethyl-7-({8-fluoro-2-methylimidazo[1,2-a]pyridin-6-yl}carbamoyl)indazol-4-yl]amino}piperidine-1-carboxylate